ClC1=C(C=C(C=C1)OC(F)(F)F)C=1C=C2CC(C(C2=CC1)NC(O[C@@H]1CN2CCC1CC2)=O)(C)C (S)-quinuclidin-3-yl (5-(2-chloro-5-(trifluoromethoxy)phenyl)-2,2-dimethyl-2,3-dihydro-1H-inden-1-yl)carbamate